1,2-didodecylhexaenoyl-sn-glycero-3-phosphorylcholine C(CCCCCCCCCCC)C(C(=C(CCC)C(OP(OC[C@@H](CO)O)(=O)O)C[N+](C)(C)C)CCCCCCCCCCCC)=O